Tert-butyl (R)-(3-(1-((4-fluorophenyl)amino)-1-oxopropan-2-yl)bicyclo[1.1.1]pentan-1-yl)carbamate FC1=CC=C(C=C1)NC([C@H](C)C12CC(C1)(C2)NC(OC(C)(C)C)=O)=O